4-bromo-N-(2-oxo-4-trifluoromethyl-2H-1-benzopyran-7-yl)benzamide BrC1=CC=C(C(=O)NC2=CC3=C(C(=CC(O3)=O)C(F)(F)F)C=C2)C=C1